C(N)(=O)C(C)NC1=NC(=CC=C1C1=CC2(CC(C2)(F)F)CCN1C(=O)OC(C)(C)C)C(=O)OC tert-butyl 6-(2-((1-carbamoylethyl)amino)-6-(methoxycarbonyl)pyridin-3-yl)-2,2-difluoro-7-azaspiro[3.5]non-5-ene-7-carboxylate